FC1=C(N)C=CC(=C1)B1OC(C(O1)(C)C)(C)C 2-Fluoro-4-(4,4,5,5-tetramethyl-1,3,2-dioxaborolan-2-yl)aniline